2-((3-chloro-2-methylphenyl)amino)-N-(3-bromo-4-(piperazin-1-yl)phenyl)benzamide ClC=1C(=C(C=CC1)NC1=C(C(=O)NC2=CC(=C(C=C2)N2CCNCC2)Br)C=CC=C1)C